3,6-difluorophthalic hydrazide FC1=C(C(C(=O)NN)=C(C=C1)F)C(=O)O